C(C)(C)(C)N1N=NN=C1[C@H](NC1=CC=C(C=C1)C(F)(F)F)C1=C(C=CC=C1)Cl (R)-N-((1-(tert-butyl)-1H-tetrazol-yl)(2-chlorophenyl)methyl)-4-(trifluoromethyl)aniline